FC1=CC=C(C=C1)N1C(=C(C2=CC(=CC=C12)OC)CC#N)C (1-(4-fluorophenyl)-5-methoxy-2-methyl-1H-indol-3-yl)acetonitrile